C(C1CO1)N(C1=CC=C(C=C1)OC1=CC=CC=C1)CC1CO1 N,N-diglycidyl-4-phenoxyaniline